trans-3-((7-methyl-7H,7'H-[2,5'-bipyrrolo[2,3-d]pyrimidin]-4-yl)amino)bicyclo[2.2.2]octane-2-carboxylic acid CN1C=CC2=C1N=C(N=C2NC2C(C1CCC2CC1)C(=O)O)C1=CNC=2N=CN=CC21